1-methoxy-1-t-butylperoxy-3,3,5-trimethylcyclohexane COC1(CC(CC(C1)C)(C)C)OOC(C)(C)C